ClC=1C(=NC(=NC1)NC1CCN(CC1)C(C)=O)C1=NC(=CC=C1)C1=CC=C(C=C1)F 1-(4-((5-chloro-4-(6-(4-fluorophenyl)pyridin-2-yl)pyrimidin-2-yl)amino)piperidin-1-yl)ethan-1-one